(2Z,4E)-4-methyl-5-(m-tolyl)penta-2,4-dienal C\C(\C=C/C=O)=C/C=1C=C(C=CC1)C